tert-Butyl N-[2-[5-(4,4,5,5-tetramethyl-1,3,2-dioxaborolan-2-yl)-2-thienyl]ethyl]carbamate CC1(OB(OC1(C)C)C1=CC=C(S1)CCNC(OC(C)(C)C)=O)C